FC1=C(C=C(C=C1)F)C(C(COCC1=CC=C(C=C1)OC)(C)C)NS(=O)C(C)(C)C N-(1-(2,5-difluorophenyl)-3-((4-methoxybenzyl)oxy)-2,2-dimethylpropyl)-2-methylpropane-2-sulfinamide